O=C1NC(CCC1N1C(C2=CC=C(C=C2C1=O)N1CCC(CC1)N1CC(C1)CC(=O)OC(C)(C)C)=O)=O tert-butyl 2-(1-{1-[2-(2,6-dioxopiperidin-3-yl)-1,3-dioxoisoindol-5-yl]piperidin-4-yl}azetidin-3-yl)acetate